2-[3-Cyclopropyl-5-(trifluoromethyl)pyrazol-1-yl]-1-[(5R)-5-(3-methoxy-2-methyl-phenyl)-5,7-dihydropyrrolo[3,4-d]pyrimidin-6-yl]ethanone C1(CC1)C1=NN(C(=C1)C(F)(F)F)CC(=O)N1CC=2N=CN=CC2[C@H]1C1=C(C(=CC=C1)OC)C